ClC=1C=CC(=NC1)C1(CCNCC1)C1=NC(=CC=C1S(=O)(=O)N)OC(C)C (4-(5-Chloropyridin-2-yl)piperidin-4-yl)-6-isopropoxypyridine-3-sulfonamide